ClC=1C=C2C(=CC(=NC2=CC1)C(F)(F)F)NCC1(CN(C1)C(=O)OC(C)(C)C)C1=NC2=CC=CC=C2C=C1 tert-butyl 3-(((6-chloro-2-(trifluoromethyl)quinolin-4-yl)amino)methyl)-3-(quinolin-2-yl)azetidine-1-carboxylate